N1(NCC2C1=CC=CN2)N2C(NC=C2)=O TETRAHYDROPYRAZOLO-PYRIDINYL-DIHYDROIMIDAZOLON